2-amino-7-chloro-heptynoic acid NC(C(=O)O)C#CCCCCl